1,3-diisobutyl-imidazole hydroxide [OH-].C(C(C)C)N1CN(C=C1)CC(C)C